FC=1C=C(C=CC1)C=1C(=NN(C1C(=O)O)C=1SC(=C(N1)C1=CCC2(OCCO2)CC1)SC(C)C)C 4-(3-fluorophenyl)-1-(5-(isopropylsulfanyl)-4-(1,4-dioxaspiro[4.5]dec-7-en-8-yl)thiazol-2-yl)-3-methyl-1H-pyrazole-5-carboxylic acid